ClC1=C(C(=O)C2=NN(C(=C2)OCC2=CC=CC=C2)C)C=CC(=C1)Cl (2,4-Dichlorobenzoyl)-1-methyl-5-benzyloxypyrazol